FC(CC(=O)NC=1C(=CC=2[C@@]34C([C@H](CC2C1)N(CC4)C)CCCC3)OC)(F)F 3,3,3-trifluoro-N-[(1S,9S)-4-methoxy-17-methyl-17-azatetracyclo[7.5.3.01,10.02,7]heptadeca-2(7),3,5-trien-5-yl]propanamide